ClC=1C=C2C=NC(=NC2=CC1C1CCN(CC1)C1CS(C1)(=O)=O)NC=1C=NN(C1Cl)C1(CC1)C 3-(4-(6-chloro-2-((5-chloro-1-(1-methylcyclopropyl)-1H-pyrazol-4-yl)amino)quinazolin-7-yl)piperidin-1-yl)thietane 1,1-dioxide